NC(C(=O)O)CC1=CC=CC2=CC=CC=C12 α-Amino-1-naphthalene-propanoic acid